C(CCCCCCCC)C1=CC=C(C=C1)OC1=CC=C(C=C1)CCCCCCCCC mono(4-nonylphenyl) ether